2'-chloro-N-(5-((3-fluorotetrahydrofuran-3-yl)methoxy)-1,3,4-thiadiazol-2-yl)-5'-methoxy-6-methyl-(4,4'-bipyridine)-3-carboxamide ClC1=NC=C(C(=C1)C1=C(C=NC(=C1)C)C(=O)NC=1SC(=NN1)OCC1(COCC1)F)OC